1-Tert-Butyl (7-(((S)-1-((2S,4R)-4-hydroxy-2-((4-(4-methylthiazol-5-yl)benzyl)carbamoyl)-pyrrolidin-1-yl)-3,3-dimethyl-1-oxobutan-2-yl)amino)-7-oxoheptyl)carbamate O[C@@H]1C[C@H](N(C1)C([C@H](C(C)(C)C)NC(CCCCCCNC(OC(C)(C)C)=O)=O)=O)C(NCC1=CC=C(C=C1)C1=C(N=CS1)C)=O